ClC1=C(C=C(C=C1)C(=O)OC)NCCC(=O)O 3-{[2-chloro-5-(methoxycarbonyl)phenyl]amino}propanoic acid